5-METHYLHEX-2-ENOL CC(CC=CCO)C